5-[(4-aminobutyl)amino]-2-(2,6-dioxopiperidin-3-yl)isoindole-1,3-dione NCCCCNC=1C=C2C(N(C(C2=CC1)=O)C1C(NC(CC1)=O)=O)=O